2-(4-(5-(Difluoromethyl)-1,3,4-oxadiazol-2-yl)-2-oxopyridin-1(2H)-yl)acetic acid FC(C1=NN=C(O1)C1=CC(N(C=C1)CC(=O)O)=O)F